2-amino-3-methyl-1,1-diphenylbutanol NC(C(O)(C1=CC=CC=C1)C1=CC=CC=C1)C(C)C